perylene-3,9-dicarboxylic acid chloride C1=CC(=C2C=CC=C3C4=CC=C(C5=CC=CC(C1=C23)=C45)C(=O)Cl)C(=O)Cl